CCCCC[C@@H](/C=C/C=C\C/C=C\C=C\[C@H](CCCC(=O)O)O)O 5,15-dihydroxyeicosatetraenoic acid